C(C1=CC=CC=C1)OC(CO)CO 2-(Benzyloxy)propane-1,3-diol